(4R)-4-[3-[3-[[2-fluoro-4-(trifluoromethyl)phenyl]methoxy]azetidin-1-yl]-2-methyl-3-oxo-propyl]oxazolidin-2-one FC1=C(C=CC(=C1)C(F)(F)F)COC1CN(C1)C(C(C[C@H]1NC(OC1)=O)C)=O